sodium fluorophenylacetate FC(C(=O)[O-])C1=CC=CC=C1.[Na+]